CC1CC(C1)(C1=NN=CN1C)C=1C=C(C=CC1)C=1OC2=C(N1)C=C(C=C2C(F)(F)F)C(=O)OC methyl 2-{3-[(1s,3s)-3-methyl-1-(4-methyl-1,2,4-triazol-3-yl)cyclobutyl]phenyl}-7-(trifluoromethyl)-1,3-benzoxazole-5-carboxylate